2-bromo-N-(3-(methylsulfonyl)phenyl)propenamide BrC(C(=O)NC1=CC(=CC=C1)S(=O)(=O)C)=C